NC=1N=C2N(N=C(C=C2)Cl)C1C(=O)OC Methyl 2-amino-6-chloroimidazo[1,2-b]pyridazine-3-carboxylate